C[N+](C)(CCCCCCCCCCCCCCCC)[O-] N,N-dimethyl-hexadecyl-amine oxide